F\C(\C(=O)OCC)=C/C1N(CCC1)C ethyl (Z)-2-fluoro-3-(1-methylpyrrolidin-2-yl)acrylate